CC1=CC=2N(N=C1N1C(C=3C=C(C=NC3CC1([2H])[2H])NC1=C(C=NC=C1)C)([2H])[2H])C=NN2 6-(7-methyl-[1,2,4]triazolo[4,3-b]pyridazin-6-yl)-N-(3-methylpyridin-4-yl)-5,6,7,8-tetrahydro-1,6-naphthyridin-5,5,7,7-d4-3-amine